CC1(C(C1)C1=CC=C(C=C1)C)C 1-(2,2-dimethylcyclopropyl)4-methylbenzene